3-(3-methylbutyl)cyclohexane-1-one CC(CCC1CC(CCC1)=O)C